((S)-3-(2-methoxyethoxy)chroman-4-yl)-6-(trifluoromethyl)-7H-pyrrolo[2,3-d]pyrimidin-4-amine COCCO[C@@H]1COC2=CC=CC=C2C1C=1N=C(C2=C(N1)NC(=C2)C(F)(F)F)N